2-((1-(Methyl-d3)-3-(oxetan-3-yloxy)-1H-pyrazol-4-yl)amino)-7-((3R,4R)-4-methyltetrahydrofuran-3-yl)-7H-pyrrolo[2,3-d]pyrimidine-6-carbonitrile C(N1N=C(C(=C1)NC=1N=CC2=C(N1)N(C(=C2)C#N)[C@H]2COC[C@@H]2C)OC2COC2)([2H])([2H])[2H]